ClC=1C=C2C(=NC1)NC=C2C(=O)C=2C(=C(C=CC2F)NS(=O)(=O)N(C)CC2(CC2)C(=O)OC)F methyl 1-[[[3-(5-chloro-1H-pyrrolo[2,3-b]pyridine-3-carbonyl)-2,4-difluoro-phenyl]sulfamoyl-methyl-amino]methyl]cyclopropanecarboxylate